C(CCCCCCCCCCC)(=O)N[C@@H](CCCNC(N)=N)C(=O)OCC ethyl Nα-dodecanoyl-L-arginate